P(=O)(OC1=CC=C2C=CNC2=C1)([O-])[O-] 1H-indol-6-yl phosphate